ClC=1C=C(C=NC1Cl)N1C(C(=C(C=C1)[C@@H]1C[C@@H]2[C@@H]3C[C@@H]3[C@@H]1O2)F)F (1S,2S,4R,5R,6R,7S)-N-(5,6-dichloropyridin-3-yl)-7-(2,3-difluoropyridin-4-yl)-8-oxatricyclo[3.2.1.02,4]octane